S1C=NC2=C1C=1C=CC(=CC1OC2)\C=N\SC(C)(C)C (E)-N-((4H-chromeno[3,4-d]thiazol-7-yl)methylidene)-2-methylpropane-2-sulfenamide